4-(2-(benzyloxy)phenyl)-N-(3-(methylsulfonamido)phenyl)thiophene-2-carboxamide C(C1=CC=CC=C1)OC1=C(C=CC=C1)C=1C=C(SC1)C(=O)NC1=CC(=CC=C1)NS(=O)(=O)C